C(C1=CC=CC=C1)NC(OC1=CC(=CC=C1)C=1C=NC=C(C1)C=1SC=CC1)=O 3-(5-(thiophen-2-yl)pyridin-3-yl)phenyl benzylcarbamate